6-(1H-imidazol-1-yl)-1-methyl-4-(((1r,4r)-4-((2,2,2-trifluoroethyl)amino)cyclohexyl)amino)quinolin-2(1H)-one N1(C=NC=C1)C=1C=C2C(=CC(N(C2=CC1)C)=O)NC1CCC(CC1)NCC(F)(F)F